BrC=1C=CC=2N(C1)C=C(N2)[C@@H]2N(CC1(C2)CCCC1)C(=O)OC(C)(C)C |r| rac-tert-butyl 3-{6-bromoimidazo[1,2-a]pyridin-2-yl}-2-azaspiro[4.4]nonane-2-carboxylate